COC(=O)C1(CCC(CC1)N)N 1,4-diaminocyclohexane-1-carboxylic acid methyl ester